O1CCN(CC1)CC[C@H](CSC1=CC=CC=C1)NC1=C(C=C(C=C1)S(=O)(=O)N)S(=O)(=O)C(F)(F)F (R)-4-((4-morpholino-1-(phenylthio)butan-2-yl)amino)-3-((trifluoromethyl)sulfonyl)benzenesulfonamide